FC(CNC(=O)C1=NNC2=CC=CC=C12)(C)C N-(2-fluoro-2-methylpropyl)-1H-indazole-3-carboxamide